O=C1NC(CCC1N1C(N(C2=C1C=CC=C2N2CCC(CC2)N(CCN2N=C1C=C(C(=CC1=C2)NC(=O)C2=NC(=CC=C2)C(F)(F)F)OC)C)C)=O)=O N-[2-[2-[[1-[1-(2,6-dioxo-3-piperidyl)-3-methyl-2-oxo-benzimidazol-4-yl]-4-piperidyl]-methyl-amino]ethyl]-6-methoxy-indazol-5-yl]-6-(trifluoromethyl)pyridine-2-carboxamide